C(C=C)(=O)OC1CCC(CC1)OC(C=C)=O 1,4-cyclohexandiol diacrylate